1,3,4-trihydroxybutan-2-yl stearate C(CCCCCCCCCCCCCCCCC)(=O)OC(CO)C(CO)O